C(#N)C1=C(C=C(COCCNC(OC(C)(C)C)=O)C=C1OC)F tert-butyl (2-((4-cyano-3-fluoro-5-methoxybenzyl)oxy)ethyl)carbamate